FC=1C=C(C=NC1)C1CC=NN1C(=O)C1CC2C(CN(C2)C2=CC(=NC=N2)C#N)C1 6-(5-(5-(5-fluoropyridin-3-yl)-4,5-dihydro-1H-pyrazole-1-carbonyl)hexahydrocyclopenta[C]pyrrol-2(1H)-yl)pyrimidine-4-carbonitrile